3-[2-(4-benzyloxy-6-chloro-pyrazolo[3,4-d]pyrimidin-1-yl)-5-fluoro-phenoxy]propoxy-tert-butyl-dimethyl-silane C(C1=CC=CC=C1)OC1=C2C(=NC(=N1)Cl)N(N=C2)C2=C(OCCCO[Si](C)(C)C(C)(C)C)C=C(C=C2)F